ClC=1C=C(C(=O)O)C=C(C1)S(=O)(=O)CC 3-chloro-5-(ethylsulfonyl)benzoic acid